[Na].N1N=NC(=C1)S 1H-1,2,3-triazole-4-thiol sodium salt